4-fluoro-7-vinyl-1,2,3,4-tetrahydro-2,4-methylene-1,8-naphthyridine FC12CC(NC3=NC(=CC=C13)C=C)C2